(3aR,5s,6aS)-2-(((3aS,6aS)-hexahydro-3aH-cyclopenta[b]furan-3a-yl)methyl-d2)-N-(6-(4-(trifluoromethyl)pyridin-3-yl)pyridazin-3-yl)octahydrocyclopenta[c]pyrrol-5-amine O1[C@@H]2[C@](CC1)(CCC2)C(N2C[C@@H]1[C@H](C2)CC(C1)NC=1N=NC(=CC1)C=1C=NC=CC1C(F)(F)F)([2H])[2H]